pentadecane-3,8-diol CCC(CCCCC(CCCCCCC)O)O